O=C1NC(CCC1N1C(C2=CC=C(C=C2C1)NC(NC(C)(C)C1=CC=C(C(=O)N(C)C)C=C1)=O)=O)=O 4-(2-(3-(2-(2,6-dioxopiperidin-3-yl)-1-oxoisoindolin-5-yl)ureido)propan-2-yl)-N,N-dimethylbenzamide